di(ethyl-cyclopentadienyl)manganese C(C)C1(C=CC=C1)[Mn]C1(C=CC=C1)CC